BrC=1C=C2C(=NC1)NN=C2C(=O)C=2C(=C(C=CC2F)NS(=O)(=O)CCC)F propane-1-sulfonic acid [3-(5-bromo-1H-pyrazolo[3,4-b]pyridine-3-carbonyl)-2,4-difluorophenyl] amide